pyrrolidine-1-sulfonamide hydrochloride Cl.N1(CCCC1)S(=O)(=O)N